C[C@H]1NC(C2=C(C=3C=4C=CC(=NC4C=CC3S2)N2CCNCC2)NC1)=O (R)-10-methyl-3-(piperazin-1-yl)-9,10,11,12-tetrahydro-8H-[1,4]diazepino[5',6':4,5]thieno[3,2-f]quinolin-8-one